5-(6-chloro-5-(phenylsulfonylamino)pyridin-3-yl)-1H-pyrazolo[3,4-b]pyridine-1-carboxylic acid tert-butyl ester C(C)(C)(C)OC(=O)N1N=CC=2C1=NC=C(C2)C=2C=NC(=C(C2)NS(=O)(=O)C2=CC=CC=C2)Cl